tert-butyl 3-[[5-[[(1S)-1-methoxycarbonyl-4,4-dimethyl-pentyl]carbamoyl]-2-pyridyl]oxy]benzoate COC(=O)[C@H](CCC(C)(C)C)NC(=O)C=1C=CC(=NC1)OC=1C=C(C(=O)OC(C)(C)C)C=CC1